ClC1=C(CNS(=O)(=O)C2=CC=C(C=C2)NC(=O)NCC2=CC=NC=C2)C(=CC=C1)Cl N-(2,6-dichlorobenzyl)-4-(3-(pyridin-4-ylmethyl)ureido)benzenesulfonamide